Isopropylidene(cyclopentadienyl)(9-fluorenyl)zirconium dichloride [Cl-].[Cl-].C(C)(C)=[Zr+2](C1C2=CC=CC=C2C=2C=CC=CC12)C1C=CC=C1